2-([2-chloro-5H,6H,7H-cyclopenta[d]pyrimidin-4-yl](methyl)amino)-N-(3-fluorophenyl)acetamide ClC=1N=C(C2=C(N1)CCC2)N(CC(=O)NC2=CC(=CC=C2)F)C